C(CCC)C1(NS(C2=C(N(C1)C1=CC=CC=C1)C=C(C(=C2)CSCC(=O)O)N(C)C)(=O)=O)CC 2-(((3-butyl-7-(dimethylamino)-3-ethyl-1,1-dioxido-5-phenyl-2,3,4,5-tetrahydro-1,2,5-benzothiadiazepin-8-yl)methyl)thio)acetic acid